6,6,9-trimethyl-3-pentyl-2-(9H-purin-8-yl)-6H-benzo[c]chromen-1-ol CC1(OC=2C=C(C(=C(C2C2=C1C=CC(=C2)C)O)C=2NC1=NC=NC=C1N2)CCCCC)C